OCCC(C)(C)NC(=O)C1=C(OC2=C1C=C(C=C2)OCC2=C(N=CS2)C)C N-(4-hydroxy-2-methylbutan-2-yl)-2-methyl-5-((4-methylthiazol-5-yl)methoxy)benzofuran-3-carboxamide